2,2'-((2-(2-oxo-3-(2-(2-oxoimidazolidin-1-yl)ethyl)imidazolidin-1-yl)ethyl)azanediyl)diacetonitrile O=C1N(CCN1CCN1C(NCC1)=O)CCN(CC#N)CC#N